8-chloro-3-(3-chlorophenyl)-6-((6-fluoropyrimidin-4-yl)amino)-3-methyl-2,3-dihydroimidazo[1,5-a]pyridine-1,5-dione ClC1=C2N(C(C(=C1)NC1=NC=NC(=C1)F)=O)C(NC2=O)(C)C2=CC(=CC=C2)Cl